3-(2-cyanoethylamino)propionitrile C(#N)CCNCCC#N